N-((2S)-1-((1-(4-cyclohexylphenyl)ethyl)(methyl)amino)-1-oxopropan-2-yl)-3-hydroxy-4-methoxypicolinamide C1(CCCCC1)C1=CC=C(C=C1)C(C)N(C([C@H](C)NC(C1=NC=CC(=C1O)OC)=O)=O)C